[4-(5-chlorooxazolo[4,5-b]pyridin-2-yl)piperazin-1-yl]-[4-[2-[(1-methylcyclopropyl)methyl]-1,2,4-triazol-3-yl]phenyl]methanone ClC1=CC=C2C(=N1)N=C(O2)N2CCN(CC2)C(=O)C2=CC=C(C=C2)C=2N(N=CN2)CC2(CC2)C